diethyl 2-(adamantan-2-ylidene)pentanedioate C12C(C3CC(CC(C1)C3)C2)=C(C(=O)OCC)CCC(=O)OCC